CNC=1C(C(=O)O)=CC=CC1.C(C=1C(N)=CC=CC1)(=O)OC methyl anthranilate (methyl anthranilate)